tert-butyl (3S,4S)-3-(4-((2-cyanoethyl)amino)-2-fluoro-5-nitrobenzamido)-4-fluoropiperidine-1-carboxylate C(#N)CCNC1=CC(=C(C(=O)N[C@H]2CN(CC[C@@H]2F)C(=O)OC(C)(C)C)C=C1[N+](=O)[O-])F